5-methyl-3-vinyl-oxazolidinone CC1CN(C(O1)=O)C=C